C1(CC1)NS(=O)(=O)C=1C=C(C=CC1)NC(C1=C(N=C(C=C1)NC(CO)(C)C)N1CCC2(CC2)CC1)=O N-(3-(N-cyclopropylsulfamoyl)phenyl)-6-((1-hydroxy-2-methylpropan-2-yl)amino)-2-(6-azaspiro[2.5]octan-6-yl)nicotinamide